2-(2,6-dimethylmorpholino)-6-nitrobenzo[d]oxazole CC1OC(CN(C1)C=1OC2=C(N1)C=CC(=C2)[N+](=O)[O-])C